ClC1=C(N(N=C1)C)C=1C=C(C=CC1OCCN(C)C)NC(=O)NC1=C(C=C(C=C1)F)F 1-[3-(4-Chloro-2-methyl-2H-pyrazol-3-yl)-4-(2-dimethylamino-ethoxy)-phenyl]-3-(2,4-difluorophenyl)-urea